4-fluoro-2,3-dihydrobenzofuran FC1=CC=CC2=C1CCO2